FC(C)(F)[C@@]1(C[C@H]([C@H](O1)C(=O)NC1=CC(=NC=C1)C(=O)N)C1=C(C(=C(C=C1)F)F)OC)C (2S,3S,5S)-4-[[5-(1,1-Difluoroethyl)-3-(3,4-Difluoro-2-methoxy-phenyl)-5-methyl-tetrahydrofuran-2-carbonyl]amino]pyridin-2-carboxamid